C1(=CC=CC=C1)[PH+](C1=CC=CC=C1)C1=CC=CC=C1.C1(CCC(N1Br)=O)=O succinimidyl bromide triphenyl-phosphonium salt